2-(2'-hydroxy-3',5'-bis-(α,α-dimethylbenzyl)phenyl)benzotriazole OC1=C(C(C)(C)C=2C=C(C=C(C2)N2N=C3C(=N2)C=CC=C3)C(C3=CC=CC=C3)(C)C)C=CC=C1